tert-butyl 2-{[(3-amino-5-fluoropyridin-4-yl)methyl]amino}acetate NC=1C=NC=C(C1CNCC(=O)OC(C)(C)C)F